(4-(2-methyl-4-((6-(trifluoromethyl)pyridin-3-yl)oxy)pyrimidin-5-yl)piperidin-1-yl)prop-2-en-1-one CC1=NC=C(C(=N1)OC=1C=NC(=CC1)C(F)(F)F)C1CCN(CC1)C(C=C)=O